4-Carboxy-α-[3-(hydroxyamino)-3-oxopropyl]-benzenepropanoic acid C(=O)(O)C1=CC=C(C=C1)CC(C(=O)O)CCC(=O)NO